(R)-2-(5-Cyclopropyl-2-fluoro-8-oxothieno[2',3':4,5]pyrrolo[1,2-d][1,2,4]triazin-7(8H)-yl)-N-(1-methylpiperidin-3-yl)acetamid C1(CC1)C1=NN(C(C=2N1C1=C(C2)SC(=C1)F)=O)CC(=O)N[C@H]1CN(CCC1)C